methyl 2-(difluoromethyl)-4-(5-fluoro-4-(1-fluoroethyl)pyridin-3-yl)-5-oxo-1,4,5,7-tetrahydrofuro[3,4-b]pyridine-3-carboxylate FC(C1=C(C(C2=C(N1)COC2=O)C=2C=NC=C(C2C(C)F)F)C(=O)OC)F